ClC1=C(N=C2N(C1=O)C=C(N=C2C2=CC=C(C=C2)Cl)[C@@H]2C[C@H](OCC2)C=2C=NN(C2)C)C 3-chloro-9-(4-chlorophenyl)-2-methyl-7-((2S,4S)-2-(1-methyl-1H-pyrazol-4-yl)tetrahydro-2H-pyran-4-yl)-4H-pyrazino[1,2-a]pyrimidin-4-one